(4-((3-chlorobenzyl)amino)-6-(3,5-dimethylisoxazol-4-yl)quinazolin-2-yl)(4-(2-(dimethylamino)ethyl)piperazin-1-yl)methanone ClC=1C=C(CNC2=NC(=NC3=CC=C(C=C23)C=2C(=NOC2C)C)C(=O)N2CCN(CC2)CCN(C)C)C=CC1